CC1(OCCC(C1)=O)C(=O)OC methyl 2-methyl-4-oxotetrahydro-2H-pyran-2-carboxylate